Pentamethylcyclopentadienyl-dimethyl-(1,6,6-trimethyl-1,5,6,7-tetrahydro-s-indacenyl)zirconium CC1=C(C(=C(C1([Zr](C1(C=CC2=CC=3CC(CC3C=C12)(C)C)C)(C)C)C)C)C)C